C(#N)C=1C=C(C=CC1N1CCCC1)C1=CC(C(=CN1C1=CC2=C(N=C(O2)N2[C@H](CCC2)COC)C=C1)C(=O)O)=O (R)-6-(3-cyano-4-(pyrrolidin-1-yl)phenyl)-1-(2-(2-(methoxymethyl)pyrrolidine-1-yl)benzo[d]oxazol-6-yl)-4-oxo-1,4-dihydropyridine-3-carboxylic acid